(S)-2-(2,6-dichlorobenzoylamino)-3-(1,4-dimethyl-2-oxo-1,2-dihydro-[3,5'-biquinoline]-8'-yl)propionic acid ClC1=C(C(=O)N[C@H](C(=O)O)CC2=CC=C(C=3C=CC=NC23)C=2C(N(C3=CC=CC=C3C2C)C)=O)C(=CC=C1)Cl